(S)-6-(1-amino-1,3-dihydrospiro[indene-2,4'-piperidine]-1'-yl)-3-(1-(3-methoxyphenyl)cyclobutyl)-1,5-dihydro-4H-pyrazolo[3,4-d]pyrimidin-4-one N[C@@H]1C2=CC=CC=C2CC12CCN(CC2)C=2NC(C1=C(N2)NN=C1C1(CCC1)C1=CC(=CC=C1)OC)=O